NC1=C2N=CN(C2=NC=N1)[C@H]1[C@@H]([C@@H]([C@H](O1)COC(C(=O)O)(C(=O)O)CC1=CC=CC=C1)O)F 2-(((2R,3R,4R,5R)-5-(6-amino-9H-purin-9-yl)-4-fluoro-3-hydroxytetrahydrofuran-2-yl)methoxy)-2-benzylmalonic acid